Ethyl-3-Phenyl-1H-pyrazole-5-carboxylate C(C)OC(=O)C1=CC(=NN1)C1=CC=CC=C1